C(#N)C=1C(=CC(=NC1)NC(N(C1=NC(=C(C=C1)CN1C(CN(CC1)C)=O)C=O)CC)=O)NC1CC1 3-(5-cyano-4-(cyclopropylamino)pyridin-2-yl)-1-ethyl-1-(6-formyl-5-((4-methyl-2-oxopiperazin-1-yl)methyl)pyridin-2-yl)urea